2-(3,3-di-p-tolylallyl)-1,3-diphenylpropane-1,3-dione C1(=CC=C(C=C1)C(=CCC(C(=O)C1=CC=CC=C1)C(=O)C1=CC=CC=C1)C1=CC=C(C=C1)C)C